(tert-butoxycarbonyl)-threonine C(C)(C)(C)OC(=O)N[C@@H]([C@H](O)C)C(=O)O